C(=O)C=1C=CC(=C(C(=O)O)C1)NC1=CC(=CC=C1)C(F)(F)F 5-formyl-2-((3-(trifluoromethyl)phenyl)amino)benzoic acid